1-(2-chlorophenyl)-3-(2-fluoro-4-methyl-5-(2-(methylamino)-8,9-dihydroimidazo[1',2':1,6]pyrido[2,3-d]pyrimidin-6-yl)phenyl)urea ClC1=C(C=CC=C1)NC(=O)NC1=C(C=C(C(=C1)C1=CC2=C(N=C(N=C2)NC)N2C1=NCC2)C)F